COCC1=C(N=CC=2N(C3=CC=CC(=C3C21)OCC=2C=NC=CC2)C(=O)OC(C)(C)C)C(=O)OCC 9-(tert-butyl) 3-ethyl 4-(methoxymethyl)-5-(pyridin-3-ylmethoxy)-9H-pyrido[3,4-b]indole-3,9-dicarboxylate